C(=O)([O-])C(O)C(O)C(=O)[O-].[K+].C(C)(C)C1=C(C=CC=C1)C1(CCNCC1)C(=O)N.[K+] 4-(2-isopropylphenyl)piperidine-4-carboxamide Potassium (+)-tartrate